OC1=C(C=CC=C1)C(\C=C\C1=CC=C(C=C1)C(F)(F)F)=O (E)-1-(2-Hydroxyphenyl)-3-[4-(trifluoromethyl)phenyl]prop-2-en-1-one